bisphenol a tetraxylyldiphosphate C1(=C(C(=CC=C1)C)C)OP(OC1=C(C(=CC=C1)C)C)(=O)OP(=O)(OC1=C(C(=CC=C1)C)C)OC1=C(C(=CC=C1)C)C.OC1=CC=C(C=C1)C(C)(C)C1=CC=C(C=C1)O